Methyl (E)-2-azido-3-[5-(1-cyanocyclopropyl)-2-pyridyl]prop-2-enoat N(=[N+]=[N-])\C(\C(=O)OC)=C\C1=NC=C(C=C1)C1(CC1)C#N